C(CCCCCCCCCCCCCCC)OC([C@H]1NCC(C1)O)=O 4-hydroxy-L-proline (1-hexadecyl) ester